O=C1NC(CCC1N1CC2=CC=C(C=C2C1=O)CNC(OCC1=CC(=CC=C1)C=1C=NC=CC1)=O)=O 3-(pyridin-3-yl)benzyl ((2-(2,6-dioxopiperidin-3-yl)-3-oxoisoindolin-5-yl)methyl)carbamate